C(#N)C1=CC=C(COC2=NC=CC(=N2)C2=CC(=C(CC3=NC4=C(N3[C@@H]3COCC3(C)C)C=C(C=C4)C(=O)O)C=C2C)F)C=C1 (S)-2-(4-(2-((4-cyanobenzyl)oxy)pyrimidin-4-yl)-2-fluoro-5-methylbenzyl)-1-(4,4-dimethyltetrahydrofuran-3-yl)-1H-benzo[d]imidazole-6-carboxylic acid